FC1(CCN(CC1)C(=O)C=1C=C2C(=NC1)N(C=C2)C2=CC(=NC=C2)CN2CCCC2)F 4,4-difluoropiperidin-1-yl(1-(2-(pyrrolidin-1-ylmethyl)pyridin-4-yl)-1H-pyrrolo[2,3-b]pyridin-5-yl)methanone